4-cyano-N-(1-(4-(4-methyl-6-(trifluoromethyl)pyridin-3-yl)phenyl)cyclobutyl)benzamide C(#N)C1=CC=C(C(=O)NC2(CCC2)C2=CC=C(C=C2)C=2C=NC(=CC2C)C(F)(F)F)C=C1